3-[[3-(acryloylamino)propyl](dimethyl)ammonio]-1-propanesulfonic acid C(C=C)(=O)NCCC[N+](CCCS(=O)(=O)O)(C)C